COC=1C=C(C2=C(SC=C2)C1)B1OC(C(O1)(C)C)(C)C 2-(6-methoxybenzo[b]thiophen-4-yl)-4,4,5,5-tetramethyl-1,3,2-dioxaborolane